7-bromo-6-methyl-8-oxo-1,3,4,8-tetrahydropyrido[2,1-c][1,4]Oxazine-9-carboxylic acid methyl ester COC(=O)C=1C(C(=C(N2C1COCC2)C)Br)=O